O=C1NC(CCC1N1C(C2=CC=C(C=C2C1=O)N1CC(CC1)CN1CCC(CC1)C1=CC=C(C=C1)NC1=C(N=NC(=C1)N1CCCCC1)C(=O)N)=O)=O 4-((4-(1-((1-(2-(2,6-dioxopiperidin-3-yl)-1,3-dioxoisoindolin-5-yl)pyrrolidine-3-yl)methyl)piperidin-4-yl)phenyl)amino)-6-(piperidin-1-yl)pyridazine-3-carboxamide